C(C#CC)N1C(=NC=2N(C(N(C(C12)=O)CC1=NC2=CC=CC=C2C(=N1)C)=O)C)N1C[C@@H](CCC1)N1C(C2=CC=CC=C2C1=O)=O (R)-7-(but-2-yn-1-yl)-8-(3-(1,3-dioxoisoindolin-2-yl)piperidin-1-yl)-3-methyl-1-((4-methylquinazolin-2-yl)methyl)-3,7-dihydro-1H-purine-2,6-dione